2-([1,1'-biphenyl]-4-yl)-6-(5-chloropyridin-2-yl)pyrimidin-4(1H)-one C1(=CC=C(C=C1)C=1NC(=CC(N1)=O)C1=NC=C(C=C1)Cl)C1=CC=CC=C1